CC1=C(C(=O)NC2=CC=C(C=C2)N2C3=C(NC(CC2=O)=O)C2=CC=CC=C2C=C3)C(=CC(=C1)C)C 5-[4-[(2,4,6-trimethylbenzoyl)amino]phenyl]-1H-naphtho[1,2-b][1,4]diazepine-2,4(3H,5H)-Dione